ethandisulfonic acid C(CS(=O)(=O)O)S(=O)(=O)O